BrC=1C(=C(C=CC1)NC(=O)C=1C(N(C=CC1)C)=O)C N-(3-bromo-2-methylphenyl)-1-methyl-2-oxo-1,2-dihydropyridine-3-carboxamide